C(=O)[C@H]1[C@@](C=C(C[C@@H]1C1=CC=CC=C1)C1=CC=CC=C1)(C1=CC=CC=C1)NS(=O)(=O)C1=CC=C(C=C1)[N+](=O)[O-] N-((1'S,2'R,3'S)-2'-formyl-5'-phenyl-3',4'-dihydro-[1,1':3',1''-terphenyl]-1'(2'H)-yl)-4-nitrobenzenesulfonamide